S1N=CN=C1N1CC2(C1)C[C@@H](CC2)N2CCC(CC2)C2=C(OCCC(C)(O)C)C=CC=C2 (R)-4-(2-(1-(2-(1,2,4-thiadiazol-5-yl)-2-azaspiro[3.4]octan-6-yl)piperidin-4-yl)phenoxy)-2-methylbutan-2-ol